The molecule is an acetate ester obtained by the formal condensation of the carboy group of (acetyloxy)acetic acid with 2-methylbutanol. It has a role as a metabolite. CCC(C)COC(=O)COC(=O)C